6,7-difluoro-3-(4-hydroxy-phenyl)-3-isobutylindolin-2-one FC1=CC=C2C(C(NC2=C1F)=O)(CC(C)C)C1=CC=C(C=C1)O